cis-6-(benzyloxy)-1-(4-((5-bromopentyl)oxy)phenyl)-2-phenyl-1,2,3,4-tetrahydronaphthalene C(C1=CC=CC=C1)OC=1C=C2CC[C@@H]([C@@H](C2=CC1)C1=CC=C(C=C1)OCCCCCBr)C1=CC=CC=C1